C(C)(C)(C)OC(=O)N1[C@@H]([C@@H](CC1)N1C(C2=CC=CC=C2C1=O)=O)C(NC1=NC(=CC=C1)Br)=O (2S,3R)-2-(6-Bromopyridin-2-ylcarbamoyl)-3-(1,3-dioxoisoindolin-2-yl)pyrrolidine-1-carboxylic acid tert-butyl ester